1,2,3-thiadiazole S1N=NC=C1